Cl.NC/C(/COC=1C=C2CC(NC(C2=CC1)=O)(C)C)=C\F (E)-6-((2-aminomethyl-3-fluoroallyl)oxy)-3,3-dimethyl-3,4-dihydroisoquinolin-1(2H)-one hydrochloride